NC1=C(N=C2C(=N1)NC=C2)C(=O)NCC2=[N+](C1=C(N2CC)C=C(C=C1)C(=O)N1C[C@@H](CC1)N(C[C@@H]([C@H]([C@@H]([C@@H](CO)O)O)O)O)C[C@@H]([C@H]([C@@H]([C@@H](CO)O)O)O)O)CC 2-[({3-amino-5H-pyrrolo[2,3-b]pyrazin-2-yl}formamido)methyl]-6-[(3R)-3-{bis[(2S,3R,4R,5R)-2,3,4,5,6-pentahydroxyhexyl]amino}pyrrolidine-1-carbonyl]-1,3-diethyl-1H-1,3-benzodiazol-3-ium